CN1CCC(CC1)CN1CCN(CC1)C(=O)OC1=CC=C2C(=CC=NC2=C1)NC1=CN=NC(=C1)C1=C(C=CC(=C1)Cl)F 4-{[6-(5-chloro-2-fluorophenyl)pyridazin-4-yl]amino}-quinolin-7-yl 4-[(1-methyl-piperidin-4-yl)methyl]piperazine-1-carboxylate